NC=1C=C(COC2=C3N=CNC3=NC(=N2)F)C=CC1 6-(3-aminobenzyloxy)-2-fluoro-9H-purine